C(C)(C)OC1CN(C1)C(=O)NCC1=C(C=C(C=C1)C1=NC(=NC=C1)NC1=CC=C(C=C1)N1CCN(CC1)CC1CCNCC1)C 3-isopropoxy-N-(2-methyl-4-(2-((4-(4-(piperidin-4-ylmethyl)piperazin-1-yl)phenyl)amino)pyrimidin-4-yl)benzyl)azetidine-1-carboxamide